1-{2-chloro-5H,6H,7H-cyclopenta[d]pyrimidin-4-yl}azepan-2-one ClC=1N=C(C2=C(N1)CCC2)N2C(CCCCC2)=O